O1C(CCC1)CS(=O)(=O)C1=C(OC2=C(C=C(C#N)C=C2)C(F)(F)F)C=CC=C1 4-(2-(((tetrahydrofuran-2-yl)-methyl)sulfonyl)phenoxy)-3-(trifluoromethyl)benzonitrile